N1C=C(C2=NC=CC=C21)N 1H-pyrrolo[3,2-b]pyridin-3-amine